C(C)OC1=CC=C(C=C1)C1=CN=CC(=N1)C(=O)N/N=C/C1=C(C=CC(=C1)OC)F (E)-6-(4-ethoxyphenyl)-N'-(2-fluoro-5-methoxybenzylidene)pyrazine-2-carbohydrazide